FC(OC=1C=C(C=C2NC(C(=NC12)C)=O)CN1CCN(CC1)C=1C=CC(=NC1F)C(=O)NC)F 5-(4-((8-(difluoromethoxy)-2-methyl-3-oxo-3,4-dihydroquinoxalin-6-yl)methyl)piperazin-1-yl)-6-fluoro-N-methylpyridinecarboxamide